4-[8-(6-chloropyrimidin-4-yl)-3,8-diazabicyclo[3.2.1]octan-3-yl]-6-[2-(methoxymethoxy)phenyl]pyridazin-3-amine ClC1=CC(=NC=N1)N1C2CN(CC1CC2)C2=C(N=NC(=C2)C2=C(C=CC=C2)OCOC)N